C(C1=CC=CC=C1)OC1=C(C(=C(C(=O)OC)C=C1)C)Cl Methyl 4-(benzyloxy)-3-chloro-2-methylbenzoate